[Si](C)(C)(C(C)(C)C)OCC=1C=NN(C1)CC#N 2-(4-(((tert-butyldimethylsilyl)oxy)methyl)-1H-pyrazol-1-yl)acetonitrile